5-bromo-pyridine-2-carbonyl chloride BrC=1C=CC(=NC1)C(=O)Cl